5-(2-Ethyl-4,5-dimethoxy-benzyl)-pyrimidine-2,4-diamine C(C)C1=C(CC=2C(=NC(=NC2)N)N)C=C(C(=C1)OC)OC